C(C1=CC=CC=C1)N1N=CC(=C1)C(=O)N1CC2(CN(C2)C(=O)[C@@H]2C(C2)(C)C)[C@@H](C1)C(=O)O (S)-6-(1-benzyl-1H-pyrazole-4-carbonyl)-2-((S)-2,2-dimethylcyclopropane-1-carbonyl)-2,6-diazaspiro[3.4]octane-8-carboxylic acid